(1R,3R,5S)-8-(4-cyano-3-hydroxyphenyl)-8-azabicyclo[3.2.1]octan-3-yl-5-cyclopropyl-3-(2,6-dichlorophenyl)-1,2-oxazole-4-carboxylate C(#N)C1=C(C=C(C=C1)N1[C@H]2CC(C[C@@H]1CC2)OC(=O)C=2C(=NOC2C2CC2)C2=C(C=CC=C2Cl)Cl)O